6-methoxy-2-methyl-5H-pyrimido[5,4-b]indol-4-yl 2,4,6-triisopropylbenzenesulfonate C(C)(C)C1=C(C(=CC(=C1)C(C)C)C(C)C)S(=O)(=O)OC1=NC(=NC2=C1NC=1C(=CC=CC21)OC)C